FC=1C=C(C=CC1F)NC(N([C@@H]1CCC=2NC(C=C(C21)C(F)(F)F)=O)CC(C)C)=O (R)-3-(3,4-difluorophenyl)-1-isobutyl-1-(2-oxo-4-(trifluoromethyl)-2,5,6,7-tetrahydro-1H-cyclopenta[b]pyridin-5-yl)urea